1-(tert-butyl) 2,3-dimethyl (1S,2S)-1-((diphenylmethylene)amino)propane-1,2,3-tricarboxylate C1(=CC=CC=C1)C(C1=CC=CC=C1)=N[C@@H]([C@H](CC(=O)OC)C(=O)OC)C(=O)OC(C)(C)C